8-(2-Morpholinoethoxy)-5,6-dihydrobenzo[h]quinazolin-2-amine O1CCN(CC1)CCOC=1C=CC2=C(CCC=3C=NC(=NC23)N)C1